Cytidine 5'-monophosphate disodium salt [Na+].[Na+].P(=O)([O-])([O-])OC[C@@H]1[C@H]([C@H]([C@@H](O1)N1C(=O)N=C(N)C=C1)O)O